CCCCCCCC(CCCCCCCCCCCCCCCCCCCCC(CCCCCCCCCC)=O)=O nonatriacontan-8,29-dione